(2S,3'S)-1'-((2-bromophenyl)sulfonyl)-3'-hydroxy-3-(2-methoxyphenyl)-5H-spiro[furan-2,2'-indoline]-5-one BrC1=C(C=CC=C1)S(=O)(=O)N1[C@]2([C@H](C3=CC=CC=C13)O)OC(C=C2C2=C(C=CC=C2)OC)=O